COC(=O)C1=C(C(=C(C(=C1F)F)C1=C(C=CC=C1)OC1=CC=CC=C1)F)F 2,3,5,6-tetrafluoro-2'-phenoxy-[1,1'-biphenyl]-4-carboxylic acid methyl ester